Ethyl 4-[2-(dimethylamino)-4-pyridyl]-8-oxo-11-thia-1,3,5-triazatetracyclo-[8.7.0.02,7.012,17]heptadeca-2(7),3,5,9,12(17),13,15-heptaene-9-carboxylate CN(C1=NC=CC(=C1)C1=NC=2N3C=4C=CC=CC4SC3=C(C(C2C=N1)=O)C(=O)OCC)C